C(C)(C)N(C(C)C)P(OCCC#N)N(C(C)C)C(C)C 3-((bis(diisopropylamino)phosphanyl)oxy)propionitrile